N1C=NC(=C2C1=CC=C2)N2CCNCC2 (cyclopenta[d]pyrimidin-4-yl)piperazine